4-Methoxycarbonyl-styrene hydrogen Tartrate C(=O)(O)C(O)C(O)C(=O)O.COC(=O)C1=CC=C(C=C)C=C1